C(N)(=N)N1CCC(=CC1)C1=NC=C(C=C1)NC(C1=CC(=C(C=C1)C=1CCN(CC1)C(N)=N)F)=O N-(1'-carbamimidoyl-1',2',3',6'-tetrahydro-[2,4']bipyridinyl-5-yl)-4-(1-carbamimidoyl-1,2,3,6-tetrahydro-pyridin-4-yl)-3-fluoro-benzamide